5-sulfo-8-hydroxyquinoline S(=O)(=O)(O)C1=C2C=CC=NC2=C(C=C1)O